ClC=1C(N(SC1Cl)CCCCCCCC)=O 4,5-dichloro-2-n-Octyl-3-isothiazolone